cis-2-phenylcyclopentan-1-ol C1(=CC=CC=C1)[C@@H]1[C@@H](CCC1)O